C(C)(C)(C)OC(=O)N1CC(C(CC1)(F)F)C1=CN(C(C(=C1)N)=O)CC(F)(F)F.BrCCC1=CC2=CC=CC=C2C=C1 2-(2-bromoethyl)naphthalene tert-butyl-3-(5-amino-6-oxo-1-(2,2,2-trifluoroethyl)-1,6-dihydropyridin-3-yl)-4,4-difluoropiperidine-1-carboxylate